1-(6-(((3R,4R)-1-(5-chloro-4-fluoro-6-((1-methyl-2-oxoindolin-5-yl)amino)pyrimidin-2-yl)-3-methoxypiperidin-4-yl)amino)-1-methyl-1H-indazol-3-yl)dihydropyrimidine-2,4(1H,3H)-dione ClC=1C(=NC(=NC1NC=1C=C2CC(N(C2=CC1)C)=O)N1C[C@H]([C@@H](CC1)NC1=CC=C2C(=NN(C2=C1)C)N1C(NC(CC1)=O)=O)OC)F